[NH+]1=CC=C(C=C1)C1=CC=NC=C1 4,4-bipyridin-1-ium